CO[Si](OC)(OC)CN1N=C(N=C1)C1=CC=C(C=C1)C1=NNC=N1 1-(trimethoxysilyl)methyl-3,3'-(1,4-phenylene)bis(1,2,4-triazole)